ClC=1C(=C(C=C(C1)F)[C@@H]1COCC(N1)=O)CO (R)-5-(3-chloro-5-fluoro-2-(hydroxymethyl)phenyl)morpholin-3-one